C(C1=CC=CC=C1)OC=1C=C(C=CC1)P(Cl)Cl (3-(benzyloxy)phenyl)dichlorophosphane